O1CCN(CC1)NC(COC1=CC=C2C=CC(=CC2=C1)CCC(=O)O)=O 3-(7-(2-Morpholinoamino-2-oxoethoxy)naphthalen-2-yl)propanoic acid